ClC1=NC(=CC(=C1)C1=C(N=C(S1)NC(=O)N1C[C@H](NCC1)C(C)(C)O)C1=CC(=CC=C1)C#N)C (3S)-N-[5-(2-Chloro-6-methyl-4-pyridyl)-4-(3-cyanophenyl)thiazol-2-yl]-3-(1-hydroxy-1-methylethyl)piperazine-1-carboxamide